C(C1=CC=CC=C1)OC(=O)NCC1=C(N=NN1C)C1=CC=C(C(=N1)C)OC[C@H]1[C@@H](CC1)C(=O)O |r| (±)-(1R,2R)-2-(((6-(5-((((Benzyloxy)carbonyl)amino)methyl)-1-methyl-1H-1,2,3-triazol-4-yl)-2-methylpyridin-3-yl)oxy)methyl)cyclobutanecarboxylic acid